C1(CC1)C=1N=CC=2C=C3C(=C(C2C1)S(=O)(=O)NCC(C)(C)F)CC(CC3)N3C(=NN=C3)NC=3N(N=C(C3)C)C 3-cyclopropyl-7-[3-[(2,5-dimethylpyrazol-3-yl)amino]-1,2,4-triazol-4-yl]-N-(2-fluoro-2-methylpropyl)-6,7,8,9-tetrahydrobenzo[g]isoquinoline-5-sulfonamide